NC=1C(=NC(=CC1)C1=CC=CC=C1)NC=1C=CC(=NC1)NC(OC(C)(C)C)=O tert-butyl (5-((3-amino-6-phenylpyridin-2-yl)amino)pyridin-2-yl)carbamate